methyl 5-bromo-6-methyl-2-(trifluoromethanesulfonyloxy)pyridine-3-carboxylate BrC=1C=C(C(=NC1C)OS(=O)(=O)C(F)(F)F)C(=O)OC